2-fluoro-4-(4-{2-[4-(3-fluoro-4-methylphenyl)phenyl]ethynyl}phenyl)-1-methylbenzene FC1=C(C=CC(=C1)C1=CC=C(C=C1)C#CC1=CC=C(C=C1)C1=CC(=C(C=C1)C)F)C